2-chloro-7-ethyl-6-oxo-5H-1,5-naphthyridine-3-carboxylic acid ClC1=NC=2C=C(C(NC2C=C1C(=O)O)=O)CC